(±)-N-(Adamantan-2-yl)-2-(1-((6-(trifluoromethyl)pyridin-2-yl)methyl)piperidin-4-yl)butanamide C12C(C3CC(CC(C1)C3)C2)NC([C@H](CC)C2CCN(CC2)CC2=NC(=CC=C2)C(F)(F)F)=O |r|